C(=C)P(OC#C)(OC#C)=O diethynyl vinylphosphonate